CNC1=C(C=CC(=C1)C(F)(F)F)[N+](=O)[O-] N-methyl-2-nitro-5-(trifluoromethyl)aniline